O1C[C@H]([C@H](CCC1)O)O cis-oxepan-3,4-diol